C(C)OC(=O)C=1C(=NC(=NC1)Cl)NC1=CC=CC=C1 2-chloro-4-(phenylamino)pyrimidine-5-carboxylic acid ethyl ester